ClC=1C=CC(=NC1)O[C@H]1C[C@H](N(C1)C1=NC=C(C(=O)O)C=C1)COC(F)F 6-((2S,4S)-4-((5-chloropyridin-2-yl)oxy)-2-((difluoromethoxy)methyl)pyrrolidin-1-yl)nicotinic acid